Tin Bis(neodecanoate) C(CCCCCC(C)(C)C)(=O)[O-].C(CCCCCC(C)(C)C)(=O)[O-].[Sn+2]